(S)-2-((R)-4,4-difluoro-3-(1-methyl-6-oxo-1,6-dihydropyridin-3-yl)piperidin-1-yl)-N-((R)-5-(3,5-difluorophenyl)-6,7-dihydro-5H-pyrrolo[1,2-a]imidazol-2-yl)propanamide FC1([C@@H](CN(CC1)[C@H](C(=O)NC=1N=C2N(C1)[C@H](CC2)C2=CC(=CC(=C2)F)F)C)C2=CN(C(C=C2)=O)C)F